OCCOCCCCCCCCCCCCCCCC hexadecyl 2-hydroxyethyl ether